BrC1=CC=C2C(N(C(NC2=C1)=O)C1=C(C(=NC=C1)[N+](=O)[O-])Cl)=O 7-bromo-3-(2-nitro-3-chloropyridin-4-yl)quinazoline-2,4(1H,3H)-dione